C(C)(C)(C)OC(=O)NC(C(=O)O)CCCC N-tert-Butoxycarbonylaminohexanoic acid